N-(4-amino-1H-pyrazolo[4,3-c]pyridin-7-yl)-2-((2R,5S)-5-methyl-2-(3-(4-methylpiperazin-1-yl)phenyl)piperidin-1-yl)-2-oxoacetamide NC1=NC=C(C2=C1C=NN2)NC(C(=O)N2[C@H](CC[C@@H](C2)C)C2=CC(=CC=C2)N2CCN(CC2)C)=O